2-fluoro-4-(6-(4-methyl-3,4-dihydro-2H-benzo[b][1,4]oxazin-6-yl)-3-((1-methylpiperidin-4-yl)methyl)-3H-imidazo[4,5-c]pyridin-7-yl)benzonitrile FC1=C(C#N)C=CC(=C1)C=1C2=C(C=NC1C1=CC3=C(OCCN3C)C=C1)N(C=N2)CC2CCN(CC2)C